FC=1C(=NC=C(C1)C(F)(F)F)C(=O)N 3-fluoro-5-(trifluoromethyl)-2-pyridinecarboxamide